CC1=C(C(=O)P(OCC)(=O)C2=CC=CC=C2)C(=CC(=C1)C)C ethyl (2,4,6-trimethyl-benzoyl)phenylphosphinate